N=1C=NN2C1C=C(C=C2)OC2=C(C=C(C=C2)NC=2C1=C(N=CN2)C=CC(=N1)N1C[C@H](N(CC1)C(\C=C\CN(C)C)=O)C)C (R,E)-1-(4-(4-((4-([1,2,4]triazolo[1,5-a]pyridin-7-yloxy)-3-methylphenyl)amino)pyrido[3,2-d]pyrimidin-6-yl)-2-methylpiperazin-1-yl)-4-(dimethylamino)but-2-en-1-one